FC1=C(C(=C(C(=C1F)F)F)F)OC(=O)C1=CC2=CC(=CC(=C2C=C1)F)CP(=O)(OCC)OCC 7-((diethoxyphosphoryl)methyl)-5-fluoro-2-naphthoic acid perfluorophenyl ester